(Ra)-N6-[6-(5-chloro-1,3-benzothiazol-2-yl)spiro[3.3]heptan-2-yl]pyrimidine-4,6-dicarboxamide ClC=1C=CC2=C(N=C(S2)C2CC3(CC(C3)NC(=O)C3=CC(=NC=N3)C(=O)N)C2)C1